CN[C@H]1C[C@H](N(C1)C(=O)N1CC2(CCCC2)CCC1)C1=CC=CC=C1 (R)-7-((2S,4S)-4-(Methylamino)-2-phenylpyrrolidine-1-carbonyl)-7-azaspiro[4.5]decan